CS(=O)(=O)N1CCC(CCC1)O 1-(methylsulfonyl)azepan-4-ol